Cl[SiH](C)C Chloro-dimethylsilan